BrC1=CC(=C2C=CC=NC2=C1O)CN1CCN(CC1)CN1C(C(N(CC1)CCOC)=O)=O 1-((4-((7-bromo-8-hydroxyquinolin-5-yl)methyl)piperazin-1-yl)methyl)-4-(2-methoxyethyl)piperazine-2,3-dione